The molecule is a stilbenoid that is the (2R,3S)-trans-stereoisomer of epsilon-viniferin, obtained by cyclodimerisation of trans-resveratrol. It is a member of 1-benzofurans, a polyphenol and a stilbenoid. It derives from a trans-resveratrol. It is an enantiomer of a (2S,3R)-trans-epsilon-viniferin. C1=CC(=CC=C1/C=C/C2=C3[C@@H]([C@@H](OC3=CC(=C2)O)C4=CC=C(C=C4)O)C5=CC(=CC(=C5)O)O)O